fluoro-1H-pyrazole-5-carboxamide FN1N=CC=C1C(=O)N